(3R,4R)-1-(tert-butoxycarbonyl)-4-(thiophen-2-yl)-pyrrolidine-3-carboxylic acid C(C)(C)(C)OC(=O)N1C[C@@H]([C@H](C1)C=1SC=CC1)C(=O)O